O1C(C1)(O)O Oxiranediol